ClC=1C(=C(C(=O)O)C(=C(C1Cl)Cl)Cl)C=1C2=C(C=C(C(=C2OC2=C(OC=C(C12)Br)Br)Br)O)Br 3,4,5,6-tetrachloro-2-(1,4,5,8-tetrabromo-6-hydroxy-3-oxaxanthen-9-yl)benzoic acid